C(#N)C1=NC(=C2N=CN(C2=N1)[C@H]1[C@@H]([C@@H]([C@H](O1)COCP(O)(O)=O)O)O)N[C@@H](C)C1=CC=CC=C1 [(2R,3S,4R,5R)-5-[2-cyano-6-[[(1S)-1-phenylethyl]amino]-purin-9-yl]-3,4-dihydroxy-tetrahydro-furan-2-yl]methoxy-methylphosphonic acid